COC1=C(C(=CC(=C1)C=CC)OC)O 2,6-dimethoxy-4-propenyl-phenol